CC(=CCC1=C(C=C(C=C1O)\C=C\C1=CC=CC=C1)O)C 2-(3-Methylbut-2-enyl)-5-[(E)-2-phenylethenyl]benzene-1,3-diol